chloro-5-phenoxypyrimidine ClC1=NC=C(C=N1)OC1=CC=CC=C1